C(CCCCC(=O)O)(=O)O.C(CCCCCCCCCCC)NCCCN N-dodecyl-1,3-propanediamine adipate